FC=1C=NC(=NC1)NC(CN1C(C2=CC=C(C=C2C2(CC2)C1)I)=O)=O N-(5-fluoropyrimidin-2-yl)-2-(6-iodo-1-oxospiro[3H-isoquinoline-4,1'-cyclopropane]-2-yl)acetamide